C1NCC(N2C1C1=CC=CC=C1CC2)=O 2,3,6,7-tetrahydro-1H-pyrazino[2,1-a]isoquinolin-4(11bH)-one